2-chloro-4-(difluoromethoxy)-1-isothiocyanatobenzene ClC1=C(C=CC(=C1)OC(F)F)N=C=S